(E)-butyl(2,6-dimethoxy-4-(2-nitrovinyl)phenyl)sulfane C(CCC)SC1=C(C=C(C=C1OC)\C=C\[N+](=O)[O-])OC